Perfluorodioxole tert-butyl-N-(2-(1-(6,7-dimethoxyquinolin-4-yl)piperidin-4-yl)propyl)sulfamoylcarbamate C(C)(C)(C)OC(NS(NCC(C)C1CCN(CC1)C1=CC=NC2=CC(=C(C=C12)OC)OC)(=O)=O)=O.FC1(OC(=C(O1)F)F)F